(2R,3R,4R,5S)-2-(1-(3-methoxyphenyl)-1H-1,2,3-triazol-4-yl)-5-((4-(trifluoromethyl)pyrimidin-2-yl)amino)tetrahydro-2H-pyran-3,4-diol COC=1C=C(C=CC1)N1N=NC(=C1)[C@H]1OC[C@@H]([C@H]([C@H]1O)O)NC1=NC=CC(=N1)C(F)(F)F